N-(1,3-Dimethylbutylamino)-2-phenyl-1H-benzo[d]imidazol-6-amin CC(CC(C)C)NNC=1C=CC2=C(NC(=N2)C2=CC=CC=C2)C1